C1(=CC=CC=C1)[SH+]C=1SC=C(C1)C1=CC=CC=C1 phenyl-(4-phenylthienyl)sulfonium